ClC1=C(COC=2C=C(C=CC2)C=2C=C3CC4(C(NC3=CC2)=O)CN(CC4)C#N)C=CC=C1 6'-(3-((2-Chlorobenzyl)oxy)phenyl)-2'-oxo-1',4'-dihydro-2'H-spiro[pyrrolidine-3,3'-quinoline]-1-carbonitrile